7-(2-Amino-7-fluorobenzo[d]thiazol-4-yl)-6-chloro-2-((diphenylmethylene)amino)-8-fluoro-4-(Piperazin-1-yl)quinoline-3-carbonitrile NC=1SC2=C(N1)C(=CC=C2F)C2=C(C=C1C(=C(C(=NC1=C2F)N=C(C2=CC=CC=C2)C2=CC=CC=C2)C#N)N2CCNCC2)Cl